1,6-bis-nitro-oxyhexane [N+](=O)([O-])OCCCCCCO[N+](=O)[O-]